4-(3-Chloroanilino)-5',6'-difluoro-2'-[(2R)-3-hydroxy-2-methylpropyl]-2',3'-dihydrospiro[cyclohexane-1,1'-indene]-4-carboxylic acid methyl ester COC(=O)C1(CCC2(C(CC3=CC(=C(C=C23)F)F)C[C@H](CO)C)CC1)NC1=CC(=CC=C1)Cl